trans-N-(4-(4-chlorophenyl)-1-methylpyrrolidin-3-yl)-2,2-dimethyl-3-((3-methylpyridin-2-yl)oxy)propionamide ClC1=CC=C(C=C1)[C@H]1[C@@H](CN(C1)C)NC(C(COC1=NC=CC=C1C)(C)C)=O